(1S,3S,4R)-3-amino-N-((S)-(3-chloro-2,6-difluorophenyl)(4-fluorobicyclo[2.2.1]heptan-1-yl)methyl)-4-hydroxycyclopentane-1-carboxamide N[C@H]1C[C@@H](C[C@H]1O)C(=O)N[C@@H](C12CCC(CC1)(C2)F)C2=C(C(=CC=C2F)Cl)F